3-(3-fluoro-2-methoxyanilino)-2-{3-[(3-fluorooxetan-3-yl)methoxy]pyridin-4-yl}-1,5,6,7-tetrahydro-4H-pyrrolo[3,2-c]pyridin-4-one FC=1C(=C(NC2=C(NC3=C2C(NCC3)=O)C3=C(C=NC=C3)OCC3(COC3)F)C=CC1)OC